FC=1C(=C(C=O)C=C(C1)C1=NN(C=C1)C1=CC(=CC=C1)N1CCOCC1)O 3-fluoro-2-hydroxy-5-(1-(3-morpholinophenyl)-1H-pyrazol-3-yl)benzaldehyde